2-(4-Chloro-2-fluorophenyl)2-methyl-oxirane ClC1=CC(=C(C=C1)C1(OC1)C)F